pyridine-3-carboxamide hydrochloride Cl.N1=CC(=CC=C1)C(=O)N